BrC1=C(C(=CC=C1)C)C1(CC1)/C(/N)=N/O (Z)-1-(2-bromo-6-methylphenyl)-N'-hydroxycyclopropane-1-carboximidamide